C(C(C)C)[C@H]1C(N(CCN1)[C@H](C(=O)N1CCC(CC1)CC(=O)OC(C(C)C)C)CC(C)C)=O 1,2-Dimethylpropyl (1-{(S)-2-[(S)-3-isobutyl-2-oxo-1-piperazinyl]-4-methylvaleryl}-4-piperidyl)acetate